(R)-S-2,3-bis(tert-butoxycarbonylamino)propyl ethanethioate C(C)(SC[C@@H](CNC(=O)OC(C)(C)C)NC(=O)OC(C)(C)C)=O